N-[3-(4-aminobutylcarbamoyl)phenyl]-4-[[(3R,4R)-1-(2-cyanoacetyl)-4-methyl-3-piperidyl]-methyl-amino]pyrrolo[2,3-d]pyrimidine-7-carboxamide hydrochloride Cl.NCCCCNC(=O)C=1C=C(C=CC1)NC(=O)N1C=CC2=C1N=CN=C2N(C)[C@H]2CN(CC[C@H]2C)C(CC#N)=O